CC=1C(=NC(=CC1C=1C=NC=CC1)C)N1CCC2(CC1)CC1=CC=CC=C1[C@H]2NC(OC(C)(C)C)=O tert-butyl N-[(3S)-1'-{3',6'-dimethyl-[3,4'-bipyridin]-2'-yl}-1,3-dihydrospiro[indene-2,4'-piperidin]-3-yl]carbamate